Sodium-copper-iron-manganese oxide [O-2].[Mn+2].[Fe+2].[Cu+2].[Na+]